2-[3-[3-[4-(2-hydroxyethylamino)-4,5,6,7-tetrahydropyrazolo[1,5-a]pyridin-2-yl]-2-methyl-phenyl]-2-methyl-phenyl]-6,7-dihydro-5H-pyrazolo[1,5-a]pyridin-4-one OCCNC1C=2N(CCC1)N=C(C2)C=2C(=C(C=CC2)C=2C(=C(C=CC2)C2=NN1C(C(CCC1)=O)=C2)C)C